CC1=C(N2C=CC=C2C=C1C(=O)O)C(C)OCC1=NN(C=C1)C 6-methyl-5-(1-((1-methyl-1H-pyrazol-3-yl)methoxy)ethyl)indolizine-7-carboxylic acid